spiro[indeno[1,2-b]chromene-10,1'-isobenzofuran]-3'-one C12(OC(C3=CC=CC=C13)=O)C1=C(OC=3C=CC=CC32)C3=CC=CC=C3C1